FC1(CNCCC1N1CSC(=C1C)COC=1C=C(C2=C(C=C(O2)C)C1)F)F N-(3,3-difluoropiperidin-4-yl)-7-fluoro-2-methyl-5-((4-methylthiazol-5-yl)methoxy)benzofuran